2-chloro-1-(1-phenylethyl)-1H-benzo[d]imidazole ClC1=NC2=C(N1C(C)C1=CC=CC=C1)C=CC=C2